iodobutene CCC=CI